dipentyl (Z)-but-2-enediate C(\C=C/C(=O)OCCCCC)(=O)OCCCCC